2-(3-aminophenyl)-1H-benzimidazole-6-carboxylic acid NC=1C=C(C=CC1)C1=NC2=C(N1)C=C(C=C2)C(=O)O